(2-fluoro-6-iodophenyl)methanol FC1=C(C(=CC=C1)I)CO